6,7-dichloro-quinoxaline-5,8-dione ClC=1C(C=2N=CC=NC2C(C1Cl)=O)=O